FC1=C(C=C(C(=C1)NS(=O)(=O)CCC)F)C1=C2C(=NC=C1)NC=C2 4-(2,5-difluoro-4-(propylsulfonamido)phenyl)-1H-pyrrolo[2,3-b]pyridin